O=C1C(=CN(C2=NC=CC=C12)C1=C(C=C(C=C1F)F)F)C(=O)NC(C(F)(F)F)C(C)C 4-oxo-N-[1,1,1-trifluoro-3-methylbutan-2-yl]-1-(2,4,6-trifluorophenyl)-1,4-dihydro-1,8-naphthyridine-3-carboxamide